C1(=C(C=CC=C1)C1CC2(C1)CCN(CC2)C(=O)C2CC1(C2)NC(OC1)=O)C (2s,4s)-2-(2-(o-tolyl)-7-azaspiro[3.5]nonane-7-carbonyl)-7-oxa-5-azaspiro[3.4]octan-6-one